6-bromo-N-[5-(2,2-difluoroethyl)-4,6-dimethoxy-pyrimidin-2-yl]-1H-indole-3-sulfonamide BrC1=CC=C2C(=CNC2=C1)S(=O)(=O)NC1=NC(=C(C(=N1)OC)CC(F)F)OC